C(CCC)[SiH2]C=1OO[O+]=CC1 butyl-trioxiniosilane